C(CCCCCCCCCCCC=CCCCCCCCC)(=O)OCCCCCCCCCCCCCCCCCCCCCCCCCC(C)C 26-methylheptacosyl docos-13-enoate